CS(=O)(=O)CC=1C=C(C=CC1)NC=1N=CC2=C(N1)CN(CC2)C2=C(C1=C(OCCN1)N=C2)C N-[3-(methanesulfonylmethyl)phenyl]-7-{8-methyl-1H,2H,3H-pyrido[2,3-b][1,4]oxazin-7-yl}-5H,6H,7H,8H-pyrido[3,4-d]pyrimidin-2-amine